C(C)OC(=O)C1(CN(C1)CC)C1=CC(=CC=C1)C 1-ethyl-3-(3-methylphenyl)azetidine-3-carboxylic acid ethyl ester